N-benzyl-N-(1-phenylvinyl)acetamide C(C1=CC=CC=C1)N(C(C)=O)C(=C)C1=CC=CC=C1